CN(CCN1N=CC2=CC(=CC(=C12)N)NC1=NC=CC(=N1)C1=CN(C2=CC=CC=C12)C)C 1-(2-(dimethylamino)ethyl)-N5-(4-(1-methyl-1H-indol-3-yl)pyrimidin-2-yl)-1H-indazole-5,7-diamine